5-[(1E)-2-bromoethenyl]-1,2,3,4-tetrahydropyrimidine-2,4-dione Br/C=C/C=1C(NC(NC1)=O)=O